3-(methacryloyloxymethyl)-2-trifluoromethyloxyoxetane C(C(=C)C)(=O)OCC1C(OC1)OC(F)(F)F